C(CCCCCCC)[C@H]1[C@H](C1)CCCCCCCC(CCCCCCCC)N [(1S,2R)-2-octylcyclopropyl]hexadecan-8-amine